(S)-thiophenylamine S1C(=CC=C1)N